water chromium nitrate [N+](=O)([O-])[O-].[Cr+3].O.[N+](=O)([O-])[O-].[N+](=O)([O-])[O-]